1-(4-bromophenyl)-4-methyl-1,4,5,6-tetrahydro-1,2,4-triazine BrC1=CC=C(C=C1)N1N=CN(CC1)C